Cl[Pd-](C1(C(=CC=CC1)C1=CC=CC=C1)N)P(CCCC)(C12CC3CC(CC(C1)C3)C2)C23CC1CC(CC(C2)C1)C3 chloro[(diadamantan-1-yl)(n-butyl)phosphino][2-amino-1,1-biphenyl-2-yl]palladium (II)